C1(CCC=CCCCCO1)=O delta-nonenolactone